N-(3-hydroxybutyl)-4-(isopropylamino)-6-(1H-pyrazol-4-yl)-1,5-naphthyridine-3-carboxamide OC(CCNC(=O)C=1C=NC2=CC=C(N=C2C1NC(C)C)C=1C=NNC1)C